ClC1=CC=C(C=C1)[C@@H]1CN(CC1)C(=O)OC(C)(C)C (R)-tert-Butyl 3-(4-chlorophenyl)pyrrolidine-1-carboxylate